6-[[5-amino-7-(4-fluorophenyl)-8-[2-(hydroxymethyl)-6-methyl-4-pyridinyl]-3-oxo-[1,2,4]triazolo[4,3-c]pyrimidin-2-yl]methyl]pyridine-3-carbonitrile NC1=NC(=C(C=2N1C(N(N2)CC2=CC=C(C=N2)C#N)=O)C2=CC(=NC(=C2)C)CO)C2=CC=C(C=C2)F